C[C@]12CC[C@H]3[C@H]([C@@H]1CC[C@@H]2O)CCC4=CC(=O)C[C@@H]([C@]34C)O The molecule is a C19-steroid that is testosterone carrying an additional hydroxy substituent at the 1alpha-position It is a 17beta-hydroxy steroid, a 3-oxo steroid, a C19-steroid, a 1-hydroxy steroid and an androstanoid. It derives from a testosterone.